ClC1=NN(C(=C1CSC1=NOC(C1)(C)CC)C(F)F)C 3-(((3-chloro-5-(difluoromethyl)-1-methyl-1H-pyrazol-4-yl)methyl)thio)-5-ethyl-5-methyl-4,5-dihydroisoxazole